COC(CCC(=O)C1=C(C2=C(S1)C=CC=C2)CC(=O)N)=O 4-(3-(2-amino-2-oxoethyl)benzo[b]thiophen-2-yl)-4-oxobutanoic acid methyl ester